N-(4-(5-(3,4-dimethoxyphenyl)isoxazol-3-yl)phenyl)acetamide COC=1C=C(C=CC1OC)C1=CC(=NO1)C1=CC=C(C=C1)NC(C)=O